NC1=C(C=CC=C1)N1CCN(CC1)C=1C(=NC(=C(N1)C)SC1=C(C(=NC=C1)N1CCOCC1)Cl)CO (3-(4-(2-aminophenyl)piperazin-1-yl)-6-((3-chloro-2-morpholinopyridin-4-yl)thio)-5-methylpyrazin-2-yl)methanol